NCC=1C=NC(=NC1)N1C(NC(CC1)=O)=O 1-(5-(Aminomethyl)pyrimidin-2-yl)dihydropyrimidine-2,4(1H,3H)-dione